(2,4-Dimethoxybenzyl)-4-morpholino-2-(trifluoromethyl)pyrimidine-5-carboxamide COC1=C(CC2=C(C(=NC(=N2)C(F)(F)F)N2CCOCC2)C(=O)N)C=CC(=C1)OC